CN1CCN(CC1)CCCC(=O)OCC1=CC(=C(C=C1)OCC(CCCC)CC)OCC(CCCC)CC 3,4-Bis((2-ethylhexyl)oxy)benzyl 4-(4-methylpiperazin-1-yl)butanoate